ClCCCC=CC=CCCCC 1-chloro-4,6-undecadiene